C(C)(C)(C)C1=NC(=NO1)C(=O)NCC1=C(C=C(C=C1)C1=C(C=NC=C1)N1CC(N(CC1)C(\C=C\CN(C)C)=O)C)C (E)-5-(tert-butyl)-N-(4-(3-(4-(4-(dimethylamino)but-2-enoyl)-3-methylpiperazin-1-yl)pyridin-4-yl)-2-methylbenzyl)-1,2,4-oxadiazole-3-carboxamide